C1(CC1)C1=NC=NC(=C1C=1N=C(C2=C(N1)N(C=C2CN)COCC[Si](C)(C)C)OCC2=CC=C(C=C2)C=2N(C=C(N2)C(F)(F)F)C)OC [2-(4-cyclopropyl-6-methoxy-pyrimidin-5-yl)-4-[[4-[1-methyl-4-(trifluoromethyl)imidazol-2-yl]phenyl]methoxy]-7-(2-trimethylsilylethoxymethyl)pyrrolo[2,3-d]pyrimidin-5-yl]methanamine